The molecule is an organophosphate oxoanion that is a trianion arising from deprotonation of phosphate and carboxylic acid functions of 6-phospho-D-gluconic acid. It has a role as a fundamental metabolite. It is a carbohydrate acid derivative anion, a monocarboxylic acid anion and an organophosphate oxoanion. It is a conjugate base of a 6-phospho-D-gluconic acid and a 6-phospho-D-gluconate. C([C@H]([C@H]([C@@H]([C@H](C(=O)[O-])O)O)O)O)OP(=O)([O-])[O-]